morpholinoacetate O1CCN(CC1)CC(=O)[O-]